5-aminoanthraquinone NC1=C2C(C=3C=CC=CC3C(C2=CC=C1)=O)=O